ClC=1C=C(C=NC1OC)C1=CN(C2=NC=CC(=C21)OC2=C(C=C(C=C2F)NC(=O)NCC2(COC2)C)F)COCC[Si](C)(C)C 1-(4-{[3-(5-chloro-6-methoxypyridin-3-yl)-1-{[2-(trimethylsilyl)ethoxy]methyl}-1H-pyrrolo[2,3-b]pyridin-4-yl]oxy}-3,5-difluorophenyl)-3-[(3-methyloxetan-3-yl)methyl]urea